calcium-iron oxide [O-2].[Fe+2].[Ca+2].[O-2]